CN1C(C(CC1)[Zn])=O (1-Methyl-2-oxopyrrolidin-3-yl)zinc